1-(3-(1-(benzyloxy)ethyl)-4-(3,4,5-trifluorophenyl)-1H-pyrazol-5-yl)-3-(ethoxymethyl)thiourea C(C1=CC=CC=C1)OC(C)C1=NNC(=C1C1=CC(=C(C(=C1)F)F)F)NC(=S)NCOCC